(S)-8'-(difluoromethoxy)-7-((difluoromethyl)thio)-8-fluoro-6'-(trifluoromethyl)-3'H-spiro[chromane-4,2'-imidazo[1,2-a]pyridine] FC(OC=1C=2N(C=C(C1)C(F)(F)F)C[C@]1(N2)CCOC2=C(C(=CC=C21)SC(F)F)F)F